Methyl 5-(methylamino)-6-(3-methylimidazo[4,5-c]pyridin-7-yl)-3-[4-(6-oxa-3-azabicyclo[3.1.1]heptan-3-yl)anilino]pyrazine-2-carboxylate CNC=1N=C(C(=NC1C=1C2=C(C=NC1)N(C=N2)C)C(=O)OC)NC2=CC=C(C=C2)N2CC1OC(C2)C1